FC=1C=C(C=CC1F)N1C(CCCC12CCN(CC2)C2=NC(=NC(=C2)N2N=CC=C2)OC)=O (3,4-difluorophenyl)-9-(2-methoxy-6-(1H-pyrazol-1-yl)pyrimidin-4-yl)-1,9-diazaspiro[5.5]undecan-2-one